Cl.ClC1=CC=C(CN(CCN(C)C)C2=NC=CC=C2)C=C1 N-p-Chlorobenzyl-N',N'-dimethyl-N-2-pyridylethylenediamine hydrochloride